NC1=C(C=C(C=N1)C=1C=C2N(N1)CCC21CN(CC1)C(=O)N[C@@H](COC)C1=CC=CC=C1)C(F)(F)F 2'-[6-amino-5-(trifluoromethyl)pyridin-3-yl]-N-[(1R)-2-methoxy-1-phenylethyl]-5',6'-dihydrospiro[pyrrolidine-3,4'-pyrrolo[1,2-b]pyrazole]-1-carboxamide